C1(CCCC1)C1=C(C(=O)N)C=C(C=C1)NC(C1=C(C=CC(=C1)[N+](=O)[O-])SC1=NC=NN1C)=O 2-cyclopentyl-5-(2-[(1-methyl-1H-1,2,4-triazol-5-yl)sulfanyl]-5-nitrobenzamido)benzamide